(S)-1-(4-(2-([1,2,4]triazolo[1,5-a]pyridin-6-yl)-3-isopropyl-1H-indol-5-yl)piperidin-1-yl)-3-hydroxybutan-1-one N=1C=NN2C1C=CC(=C2)C=2NC1=CC=C(C=C1C2C(C)C)C2CCN(CC2)C(C[C@H](C)O)=O